furanoyl-selenourea O1C(=CC=C1)C(=O)NC(=[Se])N